4-methyl-2-(pyridin-4-yl)-1H,2H,3H-pyrrolo[3,4-c]quinoline-1,3-dione CC1=NC=2C=CC=CC2C2=C1C(N(C2=O)C2=CC=NC=C2)=O